6-([1,1'-biphenyl]-4-yl)-4-(methylthio)-2-oxo-2H-pyran-3-carbonitrile C1(=CC=C(C=C1)C1=CC(=C(C(O1)=O)C#N)SC)C1=CC=CC=C1